(3R,4S)-1-benzyl-4-(4-bromophenyl)pyrrolidin-3-amine C(C1=CC=CC=C1)N1C[C@@H]([C@H](C1)C1=CC=C(C=C1)Br)N